(S)-(1-amino-1'-(6-amino-5-((2-amino-3-chloropyridin-4-yl)thio)pyrazin-2-yl)-1,3-dihydrospiro[indene-2,4'-piperidin]-6-yl)dimethylphosphine oxide N[C@@H]1C2=CC(=CC=C2CC12CCN(CC2)C2=NC(=C(N=C2)SC2=C(C(=NC=C2)N)Cl)N)P(C)(C)=O